N-(5-((6-((R)-3-(3-chloro-4-fluorophenyl)isoxazolidine-2-yl)pyrimidine-4-yl)amino)-2-(4-(dimethylamino)-[1,4'-bipiperidine]-1'-yl)-4-methoxyphenyl)acrylamide ClC=1C=C(C=CC1F)[C@@H]1N(OCC1)C1=CC(=NC=N1)NC=1C(=CC(=C(C1)NC(C=C)=O)N1CCC(CC1)N1CCC(CC1)N(C)C)OC